CC1NCCC2=C(C=CC=C12)CCC(=O)O 3-(1-methyl-1,2,3,4-tetrahydroisoquinolin-5-yl)propanoic acid